N-(4-(bicyclo[3.1.1]heptan-3-ylamino)-3-fluoro-5-methylphenyl)-2-(pyrrolidin-1-yl)-5-(2,2,2-trifluoroethyl)oxazole-4-carboxamide C12CC(CC(C1)C2)NC2=C(C=C(C=C2C)NC(=O)C=2N=C(OC2CC(F)(F)F)N2CCCC2)F